N-((1-(4-(pentafluoro-lambda6-sulfanyl)phenyl)-1H-indazol-3-yl)methyl)acrylamide methyl-4-amino-6-methylpyridine-2-carboxylate COC(=O)C1=NC(=CC(=C1)N)C.FS(C1=CC=C(C=C1)N1N=C(C2=CC=CC=C12)CNC(C=C)=O)(F)(F)(F)F